FC=1C=CC(=C(C[C@H]2N(CCCCC2)C2=CC(=CC(N2)=O)N2CCOCC2)C1)OC (S)-6-(2-(5-fluoro-2-methoxybenzyl)azepan-1-yl)-4-morpholinopyridin-2(1H)-one